C6-mercaptobenzothiazol-2(3H)-one SC1=CC2=C(NC(S2)=O)C=C1